9-(4-(4-chloro-6-phenyl-1,3,5-triazin-2-yl)phenyl)-1-azacarbazole ClC1=NC(=NC(=N1)C1=CC=CC=C1)C1=CC=C(C=C1)N1C2=CC=CC=C2C=2C=CC=NC12